ethyl oxazole-4-carboxylate O1C=NC(=C1)C(=O)OCC